BrC=1C(=C(SC1C)C)CO (4-bromo-2,5-dimethylthiophen-3-yl)methanol